Difluoro[4-(trifluoromethyl)thiophen-3-yl]acetic acid FC(C(=O)O)(C1=CSC=C1C(F)(F)F)F